COC1=NC=C(C=C1C(=O)N)NC(C(N1[C@H](CC[C@@H](C1)C)C1=CC(=CC=C1)OCCN(C)C)=O)=O 2-methoxy-5-[[2-oxo-2-[(2R,5S)-2-[3-[2-(dimethylamino)ethoxy]phenyl]-5-methyl-1-piperidyl]acetyl]amino]pyridine-3-carboxamide